NCC(CN1N=CN(C1=O)C1=NC=C(N=C1)Br)=C(F)F 2-[2-(aminomethyl)-3,3-difluoro-allyl]-4-(5-bromopyrazin-2-yl)-1,2,4-triazol-3-one